ClC=1C=C(C(=NC1)OC1=CC=C2C(=N1)N(C(=C2)C(=O)OC)C)OCC(F)F Methyl 6-((5-chloro-3-(2,2-difluoroethoxy)pyridin-2-yl)oxy)-1-methyl-1H-pyrrolo[2,3-b]pyridine-2-carboxylate